sodium lauroyl-glutamic acid C(CCCCCCCCCCC)(=O)N[C@@H](CCC(=O)O)C(=O)O.[Na]